N1=C(C=CC=C1)COC=1C(=NC=CC1)N 3-[(pyridin-2-yl)methoxy]pyridin-2-amine